OCC1=CC(=C2N=C(C(NC2=C1)=O)C)C1=CC=CC=C1 7-(hydroxymethyl)-3-methyl-5-phenylquinoxalin-2(1H)-one